ethyl (3,5,7-trimethyloct-4-en-1-yl) succinate C(CCC(=O)OCCC(C=C(CC(C)C)C)C)(=O)OCC